7-ethyl-5-azabicyclo[2.2.1]hept-2-ene C(C)C1C2C=CC1NC2